6-((furan-3-ylmethyl)amino)-9H-purin O1C=C(C=C1)CNC1=C2N=CNC2=NC=N1